Ethyl 4-methyl-2-(3-(3-(pyrrolidin-1-yl)benzamido)propanamido)thiazole-5-carboxylate CC=1N=C(SC1C(=O)OCC)NC(CCNC(C1=CC(=CC=C1)N1CCCC1)=O)=O